(9E,21E)-10,22-bis(2,4-dichlorophenyl)-11,23-dimethyl-7,19-dioxa-12,24-dithia-1,11,13,23-tetraazatricyclo[19.3.1.19,13]hexacosa-9(26),21(25)-diene-8,20-dione 12,12,24,24-tetraoxide ClC1=C(C=CC(=C1)Cl)C1C=2C(OCCCCCN3S(N(C(C(C(OCCCCCN(S(N1C)(=O)=O)C2)=O)=C3)C3=C(C=C(C=C3)Cl)Cl)C)(=O)=O)=O